1-(2,2-difluoropropyl)azetidin-3-amine FC(CN1CC(C1)N)(C)F